(S)-3-((tert-Butoxycarbonyl)amino)-4-(((R)-1-methoxy-3-(methylthio)-1-oxopropan-2-yl)amino)-4-oxobutanoic acid methyl ester COC(C[C@@H](C(=O)N[C@H](C(=O)OC)CSC)NC(=O)OC(C)(C)C)=O